N,N'-hexylenebis(N-vinylacetamide) C(CCCCCN(C(C)=O)C=C)N(C(C)=O)C=C